(6Z,11E)-octadecadienoate C(C=CC=CCCCCCCCCCCCCC)(=O)[O-]